3-(tert-butoxy)-9,10-dimethoxy-1,3,4,6,7,11b-hexahydro-2H-pyrido[2,1-a]isoquinolin-2-ol C(C)(C)(C)OC1C(CC2N(CCC3=CC(=C(C=C23)OC)OC)C1)O